C(C1=CC=CC=C1)OC(NCCC1=CC=C(C=C1)NC1=C(C(=NC(=C1)C)C)[N+](=O)[O-])=O 4-(2,6-dimethyl-3-nitropyridin-4-ylamino)phenethyl-carbamic acid benzyl ester